N3-Methylcytosine CN1C(C=CNC1=O)N